CC1=NC=CC(=N1)C(=O)O 2-METHYLPYRIMIDINE-4-CARBOXYLIC ACID